N-[2,2-dimethyl-6-(1-methyl-4-piperidyl)-3H-benzofuran-5-yl]pyrazolo[1,5-a]pyrimidine-3-carboxamide CC1(OC2=C(C1)C=C(C(=C2)C2CCN(CC2)C)NC(=O)C=2C=NN1C2N=CC=C1)C